(4-cyano-2-methoxyphenyl)-5-ethoxy-1,4-dihydro-2,8-dimethyl-1,6-naphthyridine C(#N)C1=CC(=C(C=C1)N1C(=CCC2=C(N=CC(=C12)C)OCC)C)OC